4-(difluoromethyl)benzyl bromide FC(C1=CC=C(CBr)C=C1)F